BrC1=CN=C(S1)C=1C=C(C=CC1OC)CC(C(C)C)NC(OC(C)(C)C)=O tert-butyl (1-(3-(5-bromothiazol-2-yl)-4-methoxyphenyl)-3-methylbutan-2-yl)carbamate